N-methyl-imidazolidone CN1C(NCC1)=O